FC(C1(CC1)C1=CC=C(C=C1)C(C(=O)O)C(=O)O)(F)F (4-(1-(trifluoromethyl)cyclopropyl)phenyl)malonic acid